5-(3-fluoro-1-methyl-3-piperidinyl)-1,2,4-oxadiazole FC1(CN(CCC1)C)C1=NC=NO1